FC(CN(C(=O)C1=C(C=CC(=C1)F)C1=C2C=NN(C2=CC(=C1)C1CN(C1)C[C@@H]1CC[C@H](CO1)NC(OC(C)(C)C)=O)C)C(C)C)F Tert-butyl N-[(3R,6S)-6-{[3-(4-{2-[(2,2-difluoroethyl)(isopropyl)carbamoyl]-4-fluorophenyl}-1-methyl-1H-indazol-6-yl)azetidin-1-yl]methyl}oxan-3-yl]carbamate